2-(3,4-epoxycyclohexyl)ethyldi-n-propoxysilane C1(CC2C(CC1)O2)CC[SiH](OCCC)OCCC